tert-Butyl 4-[phenyl(pyridazin-3-yl)methyl]piperidine-1-carboxylate C1(=CC=CC=C1)C(C1CCN(CC1)C(=O)OC(C)(C)C)C=1N=NC=CC1